3-[1-methyl-6-[(3R,4S)-3-hydroxy-4-piperidyl]indazol-3-yl]piperidine-2,6-dione CN1N=C(C2=CC=C(C=C12)[C@H]1[C@H](CNCC1)O)C1C(NC(CC1)=O)=O